[Ru](Cl)(Cl)Cl.N1=C(C=CC=C1)C1=NC=CC=C1 (2,2'-bipyridine) ruthenium chloride